C(C)(C)(C)OC(C(CC1=NC(=NO1)C1=CC=C(C=C1)OC1CCC1)P(=O)(OCC)OCC)=O.FC(C1(CC1)CNC1CC2(CN(C2)C=O)C1)(F)F [6-[[1-(trifluoromethyl)cyclopropyl]methylamino]-2-azaspiro[3.3]heptan-2-yl]methanone tert-butyl-3-(3-(4-cyclobutoxyphenyl)-1,2,4-oxadiazol-5-yl)-2-(diethoxyphosphoryl)propanoate